CC=1C=2N(C=C(N1)C)C=C(C2)C2=CC=C(N)C=C2 4-(1,3-dimethylpyrrolo[1,2-a]pyrazin-7-yl)aniline